CNC(=O)C=1C(N(C=C(C1)C(=O)N[C@@H]1[C@H](C1)C)[C@H](C)C1=CC=CC=C1)=O N3-methyl-N5-((1S,2S)-2-methylcyclopropyl)-2-oxo-1-((R)-1-phenylethyl)-1,2-dihydropyridine-3,5-dicarboxamide